ethyl 3-(bromomethyl)-1,2,4-thiadiazole-5-carboxylate BrCC1=NSC(=N1)C(=O)OCC